FC=1C(=NC=CC1)C=1C=C(C=CC1)NC1=NC=NC2=CC(=C(C=C12)NC(C=C)=O)OCCCN1CCN(CC1)C N-(4-((3-(3-fluoropyridin-2-yl)phenyl)amino)-7-(3-(4-methylpiperazin-1-yl)propoxy)quinazolin-6-yl)acrylamide